2-isobutyryl-N-(2,2,2-trifluoro-1-(4-fluorophenyl)ethyl)-1,2,3,4-tetrahydroisoquinoline-7-sulfonamide C(C(C)C)(=O)N1CC2=CC(=CC=C2CC1)S(=O)(=O)NC(C(F)(F)F)C1=CC=C(C=C1)F